3-((1H-Pyrazol-4-yl)methyl)pyridazine Dihydrochloride Cl.Cl.N1N=CC(=C1)CC=1N=NC=CC1